ClC=1C=C2C(=C3C4(NC(NC13)=O)CCCCC4)OC(=C2)C(=O)N2CCN(CC2)CC 5'-chloro-2'-(4-ethylpiperazine-1-carbonyl)-7',8'-dihydro-6'H-spiro[cyclohexane-1,9'-furo[2,3-f]quinazoline]-7'-one